2,6-Difluoro-3-(1-methyl-6-(5-azaspiro[3.5]nonan-5-yl)-1H-pyrazolo[4,3-c]pyridin-3-yl)-5-(trifluoromethyl)phenol FC1=C(C(=C(C=C1C1=NN(C2=C1C=NC(=C2)N2C1(CCC1)CCCC2)C)C(F)(F)F)F)O